C(C)OCCN(CC[C@@H](C(=O)O)NC(N(C(C)C)CC(C)C)=O)CCCCC1=NC=2NCCCC2C=C1 (2S)-4-[2-ethoxyethyl-[4-(5,6,7,8-tetrahydro-1,8-naphthyridin-2-yl)butyl]amino]-2-[[isobutyl(isopropyl)carbamoyl]amino]butanoic acid